benzyl formate (BENZYL FORMATE) C(C1=CC=CC=C1)C(=O)O.C(=O)OCC1=CC=CC=C1